ClC=1C(=NC=CC1C1=NC(=C(C=C1)CN1CC2(C1)CNC(C2)=O)OC)C2=C(C(=CC=C2)C2=NC(=C(C=C2)CN2CCC(CC2)O)OC)Cl 2-((3'-Chloro-2'-(2-chloro-3-(5-((4-hydroxypiperidin-1-yl)methyl)-6-methoxypyridin-2-yl)phenyl)-6-methoxy-[2,4'-bipyridin]-5-yl)methyl)-2,6-diazaspiro[3.4]octan-7-one